4-(2-(phenylmethoxy)ethoxy)-2-chloro-6-nitroquinoline C1(=CC=CC=C1)COCCOC1=CC(=NC2=CC=C(C=C12)[N+](=O)[O-])Cl